CC1=C(C(=CC=C1)C)C1=C(C=CC=C1)C 2,2',6-trimethyl-[1,1'-biphenyl]